(2-(propylsulfonyl)benzo[d]thiazol-6-yl)benzenesulfonamide C(CC)S(=O)(=O)C=1SC2=C(N1)C=CC(=C2)C2=C(C=CC=C2)S(=O)(=O)N